F[C@@H]1C2(CNC2)CC1 (S)-5-fluoro-2-azaspiro[3.3]heptan